N-(5-amino-2-pyridyl)-N-methyl-methanesulfonamide NC=1C=CC(=NC1)N(S(=O)(=O)C)C